Strontium-Gallium-Magnesium oxid [O-2].[Mg+2].[Ga+3].[Sr+2]